N1C(=NC2=C1C=CC=C2)C(N2C(C1=C(C=C2)N=C(S1)C1=CC=C(C=C1)C1CCN(CC1)C)=O)C1=C(C=CC(=C1)F)O 5-((1H-Benzo[d]imidazol-2-yl)(5-fluoro-2-hydroxyphenyl)methyl)-2-(4-(1-methylpiperidin-4-yl)phenyl)thiazolo[5,4-c]pyridin-4(5H)-one